C(C)(C)(C)OC(/C=C/N1C(C=C(C=C1)B(O)O)=O)=O (E)-(1-(3-(tert-butoxy)-3-oxoprop-1-en-1-yl)-2-oxo-1,2-dihydropyridin-4-yl)boronic acid